(3S,4S)-trans-4-methyl-pyrrolidine-1,3-dicarboxylic acid 1-tert-butyl ester C(C)(C)(C)OC(=O)N1C[C@H]([C@@H](C1)C)C(=O)O